ClC1=C2C(=NC=C1OC=1C=NN3C1C=NC(=C3)NC)N=C(N2C)NC=2C(N(C=C(C2)C(F)(F)F)C(C)C)=O 3-((7-chloro-1-methyl-6-((6-(methylamino)pyrazolo[1,5-a]pyrazin-3-yl)oxy)-1H-imidazo[4,5-b]pyridin-2-yl)amino)-1-isopropyl-5-(trifluoromethyl)pyridin-2(1H)-one